Cl.ClC1=C(C=C(C(=N1)I)C[C@@H](C(C)(C)C)N)OCCCOC (S)-1-(6-chloro-2-iodo-5-(3-methoxypropoxy)pyridin-3-yl)-3,3-dimethylbutan-2-amine, hydrochloride